The molecule is a glutathione conjugate that is the S-cyano(indol-3-yl)methyl derivative of glutathione. It has a role as a metabolite. It is a member of indoles, a nitrile and a glutathione conjugate. It derives from an indole-3-acetonitrile. It is a conjugate acid of a gammaGluCys(IAN)Gly(1-). C1=CC=C2C(=C1)C(=CN2)C(C#N)SC[C@@H](C(=O)NCC(=O)O)NC(=O)CC[C@@H](C(=O)O)N